ClC1=CC=C(C=C1)[C@@H]1CCC2=NN=C(N21)C2=CC=C1C(=N2)C(=NN1)C (S)-5-(5-(4-chlorophenyl)-6,7-dihydro-5H-pyrrolo[2,1-c][1,2,4]triazol-3-yl)-3-methyl-1H-pyrazolo[4,3-b]pyridine